4,7-dimethylisobenzofuran CC=1C2=COC=C2C(=CC1)C